13-hydroxyoctadec-9,15-dienoic acid OC(CCC=CCCCCCCCC(=O)O)CC=CCC